CO[Si](CCCCCCCC)(C)OC dimethoxy(methyl)-n-octylsilane